N1(CCCCCC1)C(CCCCCCCCCCCCCCC)=O 1-(azepan-1-yl)hexadecan-1-one